(7-(4-(cyclohexyloxy)phenyl)-4-((4-methoxybenzyl)amino)-5,5-dimethyl-6,7-dihydro-5H-pyrrolo[2,3-d]pyrimidin-2-yl)methan-d2-ol C1(CCCCC1)OC1=CC=C(C=C1)N1CC(C2=C1N=C(N=C2NCC2=CC=C(C=C2)OC)C(O)([2H])[2H])(C)C